N,N-bis(4-benzothiophene-2-yl-phenyl)-amine S1C(=CC2=C1C=CC=C2)C2=CC=C(C=C2)NC2=CC=C(C=C2)C=2SC1=C(C2)C=CC=C1